(S)-2-(2,6-dichloro-3-(3-phenylpropionamido)benzamido)-3-(3-((R)-2,3-dihydro-1H-inden-1-yl)ureido)propanoic acid ClC1=C(C(=O)N[C@H](C(=O)O)CNC(=O)N[C@@H]2CCC3=CC=CC=C23)C(=CC=C1NC(CCC1=CC=CC=C1)=O)Cl